C(C)N1C(N(C(C(=C1)C(=O)N)=O)C1=CC=C(C=C1)F)=O 1-ethyl-3-(4-fluorophenyl)-2,4-dioxo-1,2,3,4-tetrahydropyrimidine-5-carboxamide